C(C)(C)C=1C(=NNC1C=1C=C(C=2N(C1)N=CN2)OC)C=2SC(=CN2)C2CCN(CC2)CC2=NN(C=N2)C 2-(4-isopropyl-5-(8-methoxy-[1,2,4]triazolo[1,5-a]pyridin-6-yl)-1H-pyrazol-3-yl)-5-(1-((1-methyl-1H-1,2,4-triazol-3-yl)methyl)piperidin-4-yl)thiazole